O1C[C@H](CC1)OC1=C(C=C2C(=NC=NC2=C1)N)N 7-(((S)-tetrahydrofuran-3-yl)oxy)quinazoline-4,6-diamine